C1(CCCC1)N1N=C(C=C1C1=C(C=CC=C1)C(F)(F)F)C(=O)N[C@H](CC(=O)O)CCN1CC(C1)C(F)(F)F (3S)-3-({1-cyclopentyl-5-[2-(trifluoromethyl)phenyl]-1H-pyrazol-3-yl}formamido)-5-[3-(trifluoromethyl)azetidin-1-yl]pentanoic acid